C(C)(C)(C)OC(=O)N1CCC(=CC1)C1=CC(=C(C(=C1)NC)[N+](=O)[O-])C 4-(3-methyl-5-(methylamino)-4-nitrophenyl)-3,6-dihydropyridine-1(2H)-carboxylic acid tert-butyl ester